2-(2-((2-propylpentyl)oxy)ethoxy)ethane-1-ol C(CC)C(COCCOCCO)CCC